3,5-dichloro-4-hydroxy-N-(4-oxo-3-(pyrazolo[1,5-a]pyridin-3-ylmethyl)-3,4-dihydroquinazolin-5-yl)benzamide ClC=1C=C(C(=O)NC2=C3C(N(C=NC3=CC=C2)CC=2C=NN3C2C=CC=C3)=O)C=C(C1O)Cl